{6-bromo-8-fluoroimidazo[1,2-a]pyridin-2-yl}methyl acetate C(C)(=O)OCC=1N=C2N(C=C(C=C2F)Br)C1